[Na].OC1=C(C=C(CNC(C2=C(C=C(C=C2)O)O)=O)C=C1)OC 2,4-dihydroxybenzoic acid-N-(4-hydroxy-3-methoxybenzyl)amide monosodium salt